imidazolinelauramide N1(C=NCC1)CCCCCCCCCCCC(=O)N